(1S,10S)-6-benzyloxy-N-[(2,4-difluorophenyl)methyl]-10-methyl-13-methylene-5,8-dioxo-2,9-diazatricyclo[7.4.1.02,7]tetradeca-3,6-diene-4-carboxamide C(C1=CC=CC=C1)OC=1C(C(=CN2[C@H]3C(CC[C@@H](N(C(C12)=O)C3)C)=C)C(=O)NCC3=C(C=C(C=C3)F)F)=O